ammonium lauroyl Sarcosinate N(C)CC(=O)OC(CCCCCCCCCCC)=O.[NH4+]